C(N)(=O)CNC(=O)[C@@H]1CN(CC[C@H]1NC(=O)C1=NOC(=C1)C1=C(C=C(C=C1)F)F)C1CCCCC1 (3R,4R)-1-cyclohexyl-4-{[5-(2,4-difluoro-phenyl)-isoxazole-3-carbonyl]-amino}-piperidine-3-carboxylic acid carbamoylmethyl-amide